COCC[C@H](CCC=C)S(=O)(=O)N (S)-1-METHOXYHEPT-6-ENE-3-SULFONAMIDE